FC(C1=NN(C=C1S(=O)(=O)[C@@](C)(F)C1CCN(CC1)C=1C=NC(=CC1)F)C)F (R)-4-(1-((3-(difluoro-methyl)-1-methyl-1H-pyrazol-4-yl)sulfonyl)-1-fluoro-ethyl)-N-(6-fluoro-pyridin-3-yl)piperidine